8-(4-chloro-6-methoxybenzothiazol-2-yl)-N,6-dimethylquinazolin-2-amine ClC1=CC(=CC2=C1N=C(S2)C=2C=C(C=C1C=NC(=NC21)NC)C)OC